Boc-3-amino-2,2-dimethyl-propionic acid C(=O)(OC(C)(C)C)C(C(C(=O)O)(C)C)N